2-amino-3-bromo-N-((1R,2S)-2-cyanocyclopentyl)-N-((5-cyano-2-pyridinyl)methyl)-6-quinolinecarboxamide NC1=NC2=CC=C(C=C2C=C1Br)C(=O)N(CC1=NC=C(C=C1)C#N)[C@H]1[C@H](CCC1)C#N